NC1=C2C(=NC=N1)N(N=C2C2=CC=C(C=C2)OC2=CC=CC=C2)C2CCN(CC2)CC=2C=C1CN(C(C1=C(C2)Br)=O)C2C(NC(CC2)=O)=O 3-(5-((4-(4-amino-3-(4-phenoxyphenyl)-1H-pyrazolo[3,4-d]pyrimidin-1-yl)piperidin-1-yl)methyl)-7-bromo-1-oxoisoindolin-2-yl)piperidine-2,6-dione